Cl.C(C)(C)(C)OC(=O)N1C[C@H](CC1)C(=O)N1C2CN(CC1CC2)C2=NC=C(C=N2)C(F)(F)F (3S)-3-(3-(5-(trifluoromethyl)pyrimidin-2-yl)-3,8-diazabicyclo[3.2.1]octane-8-carbonyl)pyrrolidine-1-carboxylic acid tert-butyl ester hydrochloride